6-(2-(3-(3-chloropyridin-2-yl)-5-cyclopropylisoxazol-4-yl)-7-azaspiro[3.5]non-1-en-7-yl)nicotinic acid ClC=1C(=NC=CC1)C1=NOC(=C1C1=CC2(C1)CCN(CC2)C2=NC=C(C(=O)O)C=C2)C2CC2